(4R)-4-methyl-2,5-dioxo-4-imidazolidinepropionic acid methyl-5-({[(1R)-1-(3-benzoylphenyl)ethyl]amino}sulfonyl)-2-furoate COC(=O)C=1OC(=CC1)S(=O)(=O)N[C@H](C)C1=CC(=CC=C1)C(C1=CC=CC=C1)=O.C[C@@]1(NC(NC1=O)=O)CCC(=O)O